phenethoxypropanamide C(CC1=CC=CC=C1)OC(C(=O)N)C